FC(OC=1C(=CC=2[C@@H]3N(N4C(C2C1)=CC(C(=C4)C(=O)OCC)=O)C(CC3)(C)C)OS(=O)(=O)C(F)(F)F)F Ethyl (R)-11-(difluoromethoxy)-3,3-dimethyl-8-oxo-12-(((trifluoromethyl)sulfonyl)oxy)-2,3,8,13b-tetrahydro-1H-pyrido[2,1-a]pyrrolo[1,2-c]phthalazine-7-carboxylate